NCCCCCCCN L-1,7-diaminoheptane